1-(4-(trifluoromethyl)phenyl)pyrazolidine FC(C1=CC=C(C=C1)N1NCCC1)(F)F